((1r,3r)-3-(7-(3-fluoro-1-(methyl-d3)-1H-pyrazol-4-yl)-8-(1-isopropyl-1H-indazol-5-yl)-3-methyl-2-oxo-3,6-dihydroimidazo[4,5-d]pyrrolo[2,3-b]pyridin-1(2H)-yl) cyclopentyl) carbamate C(N)(O[C@H]1C[C@@H](CC1)N1C(N(C=2C1=C1C(=NC2)NC(=C1C=1C=C2C=NN(C2=CC1)C(C)C)C=1C(=NN(C1)C([2H])([2H])[2H])F)C)=O)=O